tert-butyl 6-(4-(3-amino-6-(2-hydroxyphenyl)pyridazin-4-yl)phenyl)-2-azaspiro[3.3]heptane-2-carboxylate NC=1N=NC(=CC1C1=CC=C(C=C1)C1CC2(CN(C2)C(=O)OC(C)(C)C)C1)C1=C(C=CC=C1)O